6-(4-chlorophenyl)-2-(1-cyclobutyl-1H-pyrazol-4-yl)-3-oxo-2,3-dihydropyridazine-4-carboxylic acid ClC1=CC=C(C=C1)C=1C=C(C(N(N1)C=1C=NN(C1)C1CCC1)=O)C(=O)O